1-(allyloxy)-2,4,5-trichlorobenzene C(C=C)OC1=C(C=C(C(=C1)Cl)Cl)Cl